2-(5-bromoimidazol-2-yl)piperidine-1-carboxylic acid tert-butyl ester C(C)(C)(C)OC(=O)N1C(CCCC1)C=1NC(=CN1)Br